ClC1=CC=C(C=C1)NC(NC(NCCCCCCNC(NC(=N)NC1=CC=C(C=C1)Cl)=N)=N)=N N,N'-bis(4-chlorophenyl)-3,12-diimino-2,4,11,13-tetraazatetradecanediamidine